dibutoxyaluminum bis(ethylacetoacetate) C(C)CC(CC(=O)[O-])=O.C(C)CC(CC(=O)[O-])=O.C(CCC)O[Al+2]OCCCC